ClCC1=C(C=C(C(=O)[O-])C=C1)C 4-(chloromethyl)-3-methylbenzoate